COC=1C=C(C=NC1)N(C(=O)OCC1CCC(CC1)COCC(=O)O)C1=CC=CC=C1 2-(((1r,4r)-4-(((5-methoxypyridin-3-yl)(phenyl)carbamoyl-oxy)methyl)cyclohexyl)methoxy)acetic acid